FC(C=1C(=C2N(N1)CCN2CC2=CC(=CC=C2)C(F)(F)F)C(=O)N[C@@H](C)C=2C=CC(=NC2)C(=O)OC)(F)F Methyl (S)-5-(1-(6-(trifluoromethyl)-1-(3-(trifluoromethyl)benzyl)-2,3-dihydro-1H-imidazo[1,2-b]pyrazole-7-carboxamido)ethyl)picolinate